tris(2,4-hexanedione) aluminum [Al].CC(CC(CC)=O)=O.CC(CC(CC)=O)=O.CC(CC(CC)=O)=O